4-(2,4-dioxopent-3-yl)-2,6-bis(trifluoromethyl)benzonitrile O=C(C)C(C(C)=O)C1=CC(=C(C#N)C(=C1)C(F)(F)F)C(F)(F)F